(1S,3R)-3-((1-((2-methylpyrimidin-5-yl)amino)isoquinolin-6-yl)oxy)cyclohexan-1-ol CC1=NC=C(C=N1)NC1=NC=CC2=CC(=CC=C12)O[C@H]1C[C@H](CCC1)O